[Na+].P([O-])([O-])([O-])=O.[Na+].[Na+] Phosphoric acid sodium salt